NC=1C(=C(C=C2C=C(N=CC12)NC(OC1CCOCC1)=O)C=1C=NC=2C(CCNC2C1C)O)F Tetrahydro-2H-pyran-4-yl (8-amino-7-fluoro-6-(8-hydroxy-4-methyl-5,6,7,8-tetrahydro-1,5-naphthyridin-3-yl)isoquinolin-3-yl)carbamate